C(C)(C)(C)C=1C(=C(C=C(C1O)C(C)(C)C)C)CCC(=O)[O-] 3-(3',5'-di-tert-butyl-4-hydroxytoluyl)-propionate